C1(CCCCC1)C1=NC=2CCC(CC2C(=C1C=1N=NNN1)C1=CC(=NC=C1)C)C(F)(F)F 2-cyclohexyl-4-(2-methylpyridin-4-yl)-3-(2H-tetrazol-5-yl)-6-(trifluoromethyl)-5,6,7,8-tetrahydroquinoline